3-(trifluoromethyl)-6,7,8,9-tetrahydropyrido[3,2-b]indolizine FC(C1=CC=2C=C3CCCCN3C2N=C1)(F)F